OC[C@H](C1=CC=CC=C1)NC1=CC(=NC=C1C1=NC(=NO1)C=1C=NC=CC1)NC=1C=C2C(NC(C2=CC1)=O)(C)C (S)-5-((4-((2-hydroxy-1-phenylethyl)amino)-5-(3-(pyridin-3-yl)-1,2,4-oxadiazol-5-yl)pyridin-2-yl)amino)-3,3-dimethylisoindolin-1-one